N-(2,3-difluorobenzyl)hydroxylamine FC1=C(CNO)C=CC=C1F